4-Fluoro-8-((triisopropylsilyl)ethynyl)naphthalen-1-yl trifluoromethanesulfonate FC(S(=O)(=O)OC1=CC=C(C2=CC=CC(=C12)C#C[Si](C(C)C)(C(C)C)C(C)C)F)(F)F